ClC=1C=C(C=CC1F)C1=C(C(=O)N)C=CC(=C1)NC1=NC(=NC=C1)C1=CC=C(C=C1)F (3-chloro-4-fluorophenyl)-4-[[2-(4-fluorophenyl)pyrimidin-4-yl]amino]benzamide